C(C=C)(=O)N1C[C@@H]2COC3=C(C(N2CC1)=O)C(=NC(=C3Cl)C3=C(C=CC=C3O)F)N3[C@@H](COCC3)C (6aR)-8-acryloyl-4-chloro-3-(2-fluoro-6-hydroxyphenyl)-1-((R)-3-methylmorpholino)-6,6a,7,8,9,10-hexahydro-12H-pyrazino[2,1-c]pyrido[3,4-f][1,4]oxazepin-12-one